C1(=CC=CCC1)C=1C(=NNC1)C1=C(C=CC=C1)O 2-[4-(cyclohexa-1,3-dienyl)1H-pyrazole-3-yl]phenol